OC1=C(C=C(C=C1)NC(C1=CC=C(C=C1)COC1=CC=C(C=C1)OC)=O)S(=O)(=O)C N-(4-hydroxy-3-(methylsulfonyl)phenyl)-4-(4-methoxyphenoxy)methylbenzamide